tert-butyl (R)-(1-(5-(trifluoromethyl)pyrimidin-2-yl)pyrrolidin-3-yl)carbamate FC(C=1C=NC(=NC1)N1C[C@@H](CC1)NC(OC(C)(C)C)=O)(F)F